1-(3-acetyl-6-chloro-2-pyridinyl)-N,5-dimethyl-pyrazole-3-carboxamide C(C)(=O)C=1C(=NC(=CC1)Cl)N1N=C(C=C1C)C(=O)NC